The molecule is a primary aliphatic amine that is the 3,5-dimethyl derivative of 1-aminoadamantane. A low to moderate affinity uncompetitive (open-channel); NMDA receptor antagonist which binds preferentially to the NMDA receptor-operated cation channels. It has a role as a dopaminergic agent, an antiparkinson drug, a NMDA receptor antagonist, a neuroprotective agent and an antidepressant. It is a member of adamantanes and a primary aliphatic amine. It is a conjugate base of a memantinium(1+). It derives from a hydride of an adamantane. CC12CC3CC(C1)(CC(C3)(C2)N)C